2-(4-bromo-2,6-difluorophenyl)acetaldehyde BrC1=CC(=C(C(=C1)F)CC=O)F